trans-4-((4-(2-Isopropylthiazol-5-yl) pyridin-2-yl)((trans-4-(4-methoxy-3-methylphenyl)cyclohexyl)methyl) carbamoyl)cyclohexyl methylcarbamate CNC(O[C@@H]1CC[C@H](CC1)C(N(C[C@@H]1CC[C@H](CC1)C1=CC(=C(C=C1)OC)C)C1=NC=CC(=C1)C1=CN=C(S1)C(C)C)=O)=O